3-oxopentanoyl-coenzyme A O=C(CC(=O)SCCNC(CCNC([C@@H](C(COP(OP(OC[C@@H]1[C@H]([C@H]([C@@H](O1)N1C=NC=2C(N)=NC=NC12)O)OP(=O)(O)O)(=O)O)(=O)O)(C)C)O)=O)=O)CC